(4-(1-(2-fluoro-6-methylphenyl)azetidin-3-yl)-2,6-dimethylbenzyl)-piperidine-4-carboxylic acid FC1=C(C(=CC=C1)C)N1CC(C1)C1=CC(=C(CN2CCC(CC2)C(=O)O)C(=C1)C)C